2-Methoxy-N-(5-oxo-5,6,7,8-tetrahydro-1,6-naphthyridin-3-yl)-5-(1-(piperidin-4-yl)-1H-pyrazol-4-yl)benzenesulfonamide hydrochloride Cl.COC1=C(C=C(C=C1)C=1C=NN(C1)C1CCNCC1)S(=O)(=O)NC=1C=NC=2CCNC(C2C1)=O